1,5-diisocyano-3-(2-isocyanoethyl)pentane [N+](#[C-])CCC(CC[N+]#[C-])CC[N+]#[C-]